C(CCCCC(=O)[O-])(=O)OCCCOC(C=C)=O acryloyloxypropyl adipate